C(C1=NC=CC=C1OB(O)O)[2H] (2-(methyl-d)pyridin-3-yl)boric acid